(4-bromophenoxy)-2-methoxybenzonitrile BrC1=CC=C(OC=2C(=C(C#N)C=CC2)OC)C=C1